C(C)(C)(C)C1=CC=C(C=C1)C=1OC=C(N1)C(=O)NC1CCCCC1 2-(4-(tert-butyl)phenyl)-N-(cyclohexyl)oxazole-4-carboxamide